(2s)-2,5-diaminopentanoic acid 2-oxoglutarate O=C(C(=O)O)CCC(=O)O.N[C@H](C(=O)O)CCCN